NC1=CC=C(C=N1)C=1N=CC=2N(C1)C(=CN2)C2=CC=C(C=C2)O 4-[6-(6-amino-3-pyridyl)imidazo[1,2-a]pyrazin-3-yl]phenol